thieno[3,2-f]thiochromene C1=CSC=2C1=C1C=CCSC1=CC2